CSC(N(C(=O)OC(C)(C)C)C(=O)OC(C)(C)C)=N S-methyl-bis(tert-butoxycarbonyl)thiopseudourea